1-(6-(1H-pyrrolo[2,3-b]pyridin-5-yl)chroman-8-yl)-N,N-dimethylamine N1C=CC=2C1=NC=C(C2)C=2C=C1CCCOC1=C(C2)CNC